C(#N)CNC(=O)C1(CCCCC1)NC(C1=CC=C(C=C1)C1CCN(CC1)C)=O N-[1-(Cyanomethyl-carbamoyl)-cyclohexyl]-4-(1-methyl-piperidin-4-yl)-benzamide